6-HYDROXYPYRIDAZINE-3-CARBOXALDEHYDE OC1=CC=C(N=N1)C=O